4-ethynyl-2-(fluoromethyl)benzenesulfonic acid C(#C)C1=CC(=C(C=C1)S(=O)(=O)O)CF